C(CCCCCCCCCCCCCCC)(=O)N[C@@H](CC(N)=O)C(=O)O N-palmitoyl-asparagine